2-[2-(aminomethyl)-3,3-difluoro-allyl]-4-(6-bromo-3-methyl-2-pyridyl)-1,2,4-triazol-3-one NCC(CN1N=CN(C1=O)C1=NC(=CC=C1C)Br)=C(F)F